CO[C@@H]1[C@]2(C)[C@@H](CC1)[C@@H]1CC[C@H]3CC(CC[C@]3(COC)[C@H]1CC2)=O (5α,17β)-17,19-dimethoxyandrostan-3-one